CCOC(=O)C1=CC(=C(C=C1)O)O 3,4-dihydroxyethyl benzoate